magnesium xylenol C1(C(C=CC=C1)C)(C)O.[Mg]